COCCOC=1C=CC(=C(C1)N1CCOCC1)[N+](=O)[O-] 4-(5-(2-methoxyethoxy)-2-nitrophenyl)morpholine